C1(CC1)NC1=NC(=NC=C1C)NC1=CC2=C(B(OC2)O)C=C1 5-((4-(cyclopropylamino)-5-methylpyrimidin-2-yl)amino)benzo[c][1,2]oxaborole-1(3H)-ol